(2R,4R)-6-chloro-4-hydroxy-N-[3-(6-{3-[(trifluoromethoxy)methyl]azetidine-1-carbonyl}pyridin-3-yl)bicyclo[1.1.1]pentan-1-yl]-3,4-dihydro-2H-1-benzopyran-2-carboxamide ClC=1C=CC2=C([C@@H](C[C@@H](O2)C(=O)NC23CC(C2)(C3)C=3C=NC(=CC3)C(=O)N3CC(C3)COC(F)(F)F)O)C1